BrC1=C(C(=CC2=C1[C@@H]([C@](O2)(C=2C=NC=CC2)CO)C)F)Cl ((2s,3s)-4-bromo-5-chloro-6-fluoro-3-methyl-2-(pyridin-3-yl)-2,3-dihydrobenzofuran-2-yl)methanol